pyridone-HCl Cl.N1C(C=CC=C1)=O